COC1=C2C(=CC=3OC4=CC=C(C=C4C(C13)=O)OC)OCO2 1,7-dimethoxy-2,3-methylenedioxyxanthone